BrC=1C(=CC2=C(N=C(S2)N)C1)C 5-bromo-6-methyl-1,3-benzothiazol-2-amine